4,4'-bis(diethylamino)-benzophenone C(C)N(C1=CC=C(C(=O)C2=CC=C(C=C2)N(CC)CC)C=C1)CC